N,N-dimethyl-ferrocenylmethylamine CN(C)C[C-]1C=CC=C1.[CH-]1C=CC=C1.[Fe+2]